rubidium methylnaphthalenesulfonate COS(=O)(=O)C1=CC=CC2=CC=CC=C12.[Rb]